(R)-2-((1-(2,7-dimethyl-1-oxo-3-(4-(2,2,2-trifluoroethyl)piperazin-1-yl)-1,2-dihydroisoquinolin-5-yl)ethyl)amino)benzenesulfonamide CN1C(C2=CC(=CC(=C2C=C1N1CCN(CC1)CC(F)(F)F)[C@@H](C)NC1=C(C=CC=C1)S(=O)(=O)N)C)=O